COC1=C(C=CC=C1)N1C(C(=CC=C1C)C(=O)NC1=CC=C(C=C1)OC1=CC=CC=C1)=O 1-(2-methoxyphenyl)-6-methyl-2-oxo-N-(4-phenoxyphenyl)-1,2-dihydropyridine-3-carboxamide